FC1=CC=C(C=C1)N1N=CC2=CC(=CC=C12)N1[C@@H]([C@H](C(C1)(C)C)N)C1=CC=CC=C1 (2R,3S)-1-(1-(4-fluorophenyl)-1H-indazol-5-yl)-4,4-dimethyl-2-phenylpyrrolidin-3-amine